(2S,3S,4S)-5-(3,4-diamino-tetrahydrothiophene-2-yl)pentanoic acid N[C@@H]1[C@@H](SC[C@H]1N)CCCCC(=O)O